N-(4-methoxybenzyl)quinolin-4-amine COC1=CC=C(CNC2=CC=NC3=CC=CC=C23)C=C1